Cl.F[C@@H]1[C@@H]([C@@H](NC1)CC=1C(=C(C=CC1)C1=CC=CC=C1)F)NS(=O)(=O)CC N-{(2S,3R,4S)-4-fluoro-2-[(2-fluoro[1,1'-biphenyl]-3-yl)methyl]pyrrolidin-3-yl}ethanesulfonamide hydrochloride